8-(6-(tert-butyl)-5-(methylthio)pyridin-3-yl)-6-oxo-3,4-dihydro-2H,6H-pyrimido[2,1-b][1,3]thiazine-7-carbonitrile C(C)(C)(C)C1=C(C=C(C=N1)C=1N=C2SCCCN2C(C1C#N)=O)SC